FC1=CC=C(OC2=CC=C(C=C2)N2N=CC=3C2=NC=NC3N)C=C1 (4-(4-fluorophenoxy)phenyl)-1H-pyrazolo[3,4-d]pyrimidin-4-amine